C1(=CC=C(C=C1)S(=O)(=O)OC1=CC=C(C=C1)NC(=O)NC(NC1=CC=CC=C1)=O)C 4-[(phenylcarbamoyl)ureido]phenyl 4-tolylsulfonate